5-chloro-N2-(4-((trans)-2,6-dicyclopropyl-1-(oxetan-3-yl)-1,2,3,6-tetrahydropyridin-4-yl)-2-isopropoxy-5-methyl-phenyl)-N4-(2-(isopropylsulfonyl)phenyl)pyrimidine-2,4-diamine ClC=1C(=NC(=NC1)NC1=C(C=C(C(=C1)C)C=1C[C@@H](N([C@H](C1)C1CC1)C1COC1)C1CC1)OC(C)C)NC1=C(C=CC=C1)S(=O)(=O)C(C)C